C(CCCC=C)#N 5-Hexenenitrile